C(=O)(CCCCCCCCC)OCC(CO)(CO)CO pentaerythritol monocaprate